Methyl (1S,3S)-3-((2-methyl-6-(1-methyl-5-((((4-nitrophenoxy) carbonyl)oxy) methyl)-1H-1,2,3-triazol-4-yl)pyridin-3-yl)oxy)cyclohexane-1-carboxylate CC1=NC(=CC=C1O[C@@H]1C[C@H](CCC1)C(=O)OC)C=1N=NN(C1COC(=O)OC1=CC=C(C=C1)[N+](=O)[O-])C